7-(2,6-Difluoro-3,5-dimethoxy-phenyl)-9-ethyl-2-morpholin-4-ylmethyl-8-OXO-6,7,8,9-tetrahydro-3,4,7,9-tetraaza-cyclopenta[a]naphthalene-3-sulfonic acid dimethylamide CN(S(=O)(=O)N1C(=CC=2C1=NC=C1CN(C(N(C21)CC)=O)C2=C(C(=CC(=C2F)OC)OC)F)CN2CCOCC2)C